4-(2-isopropylphenyl)-N,1-dimethyl-1H-imidazo[4,5-c]pyridin-6-amine C(C)(C)C1=C(C=CC=C1)C1=NC(=CC2=C1N=CN2C)NC